ClC=1C=C(NC2(CCC3(C(CC4=CC=CC=C34)C3=CC(=CC=C3)Cl)CC2)C(=O)O)C=CC1 (1r,4r)-4-(3-Chloroanilino)-2'-(3-chlorophenyl)-2',3'-dihydrospiro[cyclohexane-1,1'-indene]-4-carboxylic acid